FC1(CCC(CC1)N1N=C(C=C1)NC(C1=C(C=C(C=C1)NS(=O)(=O)CCO)N1CCC2(CC2)CC1)=O)F N-(1-(4,4-difluorocyclohexyl)-1H-pyrazol-3-yl)-4-((2-hydroxyethyl)sulphonamido)-2-(6-azaspiro[2.5]oct-6-yl)benzamide